CC1=NOC(=C1)C1(CC1)C=O (1-(3-methylisoxazol-5-yl)cyclopropyl)methanone